Bis(amino)dipropyl-germanium N[Ge](CCC)(CCC)N